[Cl-].C(C1=CC=CC=C1)[N+](C)(C)CCO N-benzyl-2-hydroxy-N,N-dimethyl-ethylammonium chloride